S(=O)(=O)(SC#N)SC#N sulfuric acid, thiocyanate